lauroyl-sodium taurate NCCS(=O)(=O)O.C(CCCCCCCCCCC)(=O)[Na]